FC1=C(C=CC=C1)[C@@H]1N(CC1)S(=O)(=O)N1C[C@H](CCC1)C(=O)N1[C@H](CCC1)C(=O)NCC1=CC=C(C=C1)C(F)(F)F 1-(((3S)-1-(((2R)-2-(2-fluorophenyl)-1-azetidinyl)sulfonyl)-3-piperidinyl)carbonyl)-N-(4-(trifluoromethyl)benzyl)-D-prolinamide